FC(OC1=CC(=C(C(=C1)C(C)C)NC(=O)N=[S@](=O)(N)C1=CN=C(S1)C(C)(C)O)C(C)C)F (R)-N'-(4-(difluoromethoxy)-2,6-diisopropylphenylcarbamoyl)-2-(2-hydroxypropan-2-yl)thiazole-5-sulfonimidamide